[2-(4-fluorophenoxy)-2-(4-fluorophenyl)-1-methyl-ethyl] (2S)-2-[(3-acetoxy-4-formamido-pyridine-2-carbonyl)amino]propanoate C(C)(=O)OC=1C(=NC=CC1NC=O)C(=O)N[C@H](C(=O)OC(C(C1=CC=C(C=C1)F)OC1=CC=C(C=C1)F)C)C